6-[4-Fluoro-2-(piperidin-4-yl)-1,3-benzothiazol-6-yl]-N,2-dimethylimidazo[1,2-b]pyridazin-8-amin FC1=CC(=CC2=C1N=C(S2)C2CCNCC2)C=2C=C(C=1N(N2)C=C(N1)C)NC